boron azaphenanthrene N1=CC=CC=2C3=CC=CC=C3C=CC12.[B]